(R)-N-(1,1-dioxido-2,3-dihydrothiophen-3-yl)-5-hydroxy-6-(4-methoxyphenyl)-2-oxo-1,2-dihydropyridine-3-carboxamide O=S1(C[C@@H](C=C1)NC(=O)C=1C(NC(=C(C1)O)C1=CC=C(C=C1)OC)=O)=O